3-(3-amino-2-fluorobenzyl)-6-chloro-2-oxo-3,4-dihydro-2H-benzo[e][1,3]oxazin-7-yl tert-butyl carbonate C(OC1=CC2=C(CN(C(O2)=O)CC2=C(C(=CC=C2)N)F)C=C1Cl)(OC(C)(C)C)=O